ClC1=CC=C(C(=N1)C(=O)O)N[C@H](C)C1=C2N=C(C(=NC2=CC(=C1)C)C#N)N1CC2=CC(=C(C=C2C1)OC)OC (R)-6-chloro-3-((1-(2-cyano-3-(5,6-dimethoxyisoindolin-2-yl)-7-methylquinoxalin-5-yl)ethyl)amino)picolinic acid